ClC1=C2C(=NC=C1C=1C=C(C=CC1)N1C(CN(CC1)CCC=O)=O)NC=C2CC 3-(4-(3-(4-chloro-3-ethyl-1H-pyrrolo[2,3-b]pyridin-5-yl)phenyl)-3-oxopiperazin-1-yl)propanal